2-Chloro-5,8-dihydropyrido[3,4-d]pyrimidine-7(6H)-carboxylic acid tert-butyl ester C(C)(C)(C)OC(=O)N1CC=2N=C(N=CC2CC1)Cl